benzyl-4-vinyl-1,2-dihydrospiro[indole-3,4'-piperidine] C(C1=CC=CC=C1)N1CCC2(CC1)CNC1=CC=CC(=C12)C=C